CC(C(C)N)N butane-2,3-diamine